2-chloro-5-nitro-N-(3,4,5-trimethoxyphenyl)pyridin-4-amine ClC1=NC=C(C(=C1)NC1=CC(=C(C(=C1)OC)OC)OC)[N+](=O)[O-]